diethyl 1-[(tert-butyldimethylsilyl)oxy]-1-(diethoxyphosphoryl)-4-[(6-fluoropyridin-3-yl)formamido]butylphosphonate [Si](C)(C)(C(C)(C)C)OC(CCCNC(=O)C=1C=NC(=CC1)F)(P(=O)(OCC)OCC)P(OCC)(OCC)=O